ClC=1C=CC(=C(C1)C=1C=C(C=2OCCNC2N1)C=1C=C(C=NC1)C(=O)NCCCNC)F 5-[6-(5-chloro-2-fluorophenyl)-2H,3H,4H-pyrido[3,2-b][1,4]oxazin-8-yl]-N-[3-(methylamino)propyl]pyridine-3-carboxamide